CC=1SC(=C(N1)C)N1C(=C(C=C1C)C(=O)OC)C methyl 1-(2,4-dimethylthiazol-5-yl)-2,5-dimethyl-1H-pyrrole-3-carboxylate